ClC1=CC=2N(N=C1CO)C=CN2 (7-chloroimidazo[1,2-b]pyridazin-6-yl)methanol